3-bromoimidazo[1,2-b]pyridazine BrC1=CN=C2N1N=CC=C2